N-[4,6-bis(trifluoromethyl)pyrimidin-2-yl]-4-nitro-benzenesulfonamide FC(C1=NC(=NC(=C1)C(F)(F)F)NS(=O)(=O)C1=CC=C(C=C1)[N+](=O)[O-])(F)F